2-ethyl-9,10-dipropionyloxyanthracene C(C)C1=CC2=C(C3=CC=CC=C3C(=C2C=C1)OC(CC)=O)OC(CC)=O